1-(2,6-difluorophenyl)ethanamine FC1=C(C(=CC=C1)F)C(C)N